OCCNS(=O)(=O)C1=CC=C(C=C1)C=1N=NN(N1)CC1=NC=C(C=C1)OC N-(2-hydroxyethyl)-4-(2-((5-methoxypyridin-2-yl)methyl)-2H-tetrazol-5-yl)benzenesulfonamide